C(C)(C)(C)OC(=O)N1C(OC[C@@H]1C=O)(C)C (R)-4-formyl-2,2-dimethyl-oxazolidine-3-carboxylic acid tert-butyl ester